C(C)[C@H]1N(C[C@@H](N(C1)C=1C=2N(N(C(C1)=O)C)C=C(N2)C=O)CC)C(=O)OC(C)(C)C tert-butyl (2R,5S)-2,5-diethyl-4-(2-formyl-5-methyl-6-oxo-5,6-dihydroimidazo[1,2-b]pyridazin-8-yl)piperazine-1-carboxylate